O1C=NC2=C1C=C(C=C2)NC(=O)C2CC1C(N(C2C2=CC=C(C=C2)NC2CCCC2)C(C2=C(C=CC=C2C)F)=O)CCC1 N-(benzo[d]oxazol-6-yl)-2-(4-(cyclopentylamino)phenyl)-1-(2-fluoro-6-methylbenzoyl)octahydro-1H-cyclopenta[b]pyridine-3-carboxamide